C1(CC1)C1=NN(C=N1)C1CC2(CN(C2)C(=O)N2CC3(C2)CN(C3)CC3=C(C=CC=C3)S(=O)(=O)C)C1 [6-(3-cyclopropyl-1,2,4-triazol-1-yl)-2-azaspiro[3.3]heptan-2-yl]-[6-[(2-methylsulfonylphenyl)methyl]-2,6-diazaspiro[3.3]heptan-2-yl]methanone